FC1=C(C(=C(C(=C1)F)F)C(F)(F)F)F 1,2,4,5-Tetrafluoro-3-(trifluoromethyl)-benzene